C\C(=C/CC1=C(OC(=O)NCC(=O)O)C=C(C=C1O)CCCCC)\CCC=C(C)C (E)-((2-(3,7-Dimethylocta-2,6-dien-1-yl)-3-hydroxy-5-pentylphenoxy)carbonyl)glycine